CN[C@@H](CS)C(=O)O Methyl-L-cysteine